N1=CC(=CC=C1)C(=O)NCC(=O)O 3-pyridineformylglycine